C1(CC1)C(C)(C)N1C=C(C(=CC1=O)NC1[C@@H]2CN(C[C@H]12)C)C(=O)N[C@H](C)C1=C(C(=CC=C1)C(F)F)F 1-(2-cyclopropylpropan-2-yl)-N-((R)-1-(3-(difluoromethyl)-2-fluorophenyl)ethyl)-4-(((1R,5s,6s)-3-methyl-3-azabicyclo[3.1.0]hex-6-yl)amino)-6-oxo-1,6-dihydropyridine-3-carboxamide